7-Bromobenzofuran-2,3-d2-carbaldehyde BrC1=CC=CC=2C(C(OC21)(C=O)[2H])[2H]